OC1=C(C=CC(=C1)C(C)(C)C)C(CC1=CC=CC=C1)=O 1-(2-hydroxy-4-tert-butylphenyl)-2-phenyl-1-ethanone